N-(5-(5-chloro-2-hydroxyphenyl)imidazo[1,2-a]pyridin-2-yl)cyclopropanecarboxamide ClC=1C=CC(=C(C1)C1=CC=CC=2N1C=C(N2)NC(=O)C2CC2)O